C(CCCCCCCCCCCCCCCCCCC)C(O)(C[N+](C)(C)C)CC([O-])=O eicosanyl-carnitine